hexyl-phenyl-dimethyl-ammonium chloride [Cl-].C(CCCCC)[N+](C)(C)C1=CC=CC=C1